COC1=CC=CC2=C1N=C(N=C2NCC3=CC=CC=C3)N4C5=CC=CC=C5N=C4N The molecule is a member of the class of quinazolines that is quinazoline which is substituted at positions 2, 5 and 8 by 2-amino-1H-benzimidazol-1-yl, benzylnitrilo and methoxy groups, respectively. It is a ATP-competetive inhibitor of AAA ATPase p97, also known as valosin-containing protein (VCP). It has a role as an antineoplastic agent. It is a member of quinazolines, a member of benzimidazoles, a secondary amino compound, an aromatic amine, an aromatic ether and a primary amino compound.